N-[2-(4-formylcyclohexyl)-6-methyl-indazol-5-yl]-6-(trifluoromethyl)pyridine-2-carboxamide C(=O)C1CCC(CC1)N1N=C2C=C(C(=CC2=C1)NC(=O)C1=NC(=CC=C1)C(F)(F)F)C